N1=C(C=CC=C1)OC(C1=CC(=CC=C1)OC)=O pyridin-2-yl-3-methoxybenzoate